5-(4'-Fluoro-2'-methyl-3,4,5,6-tetrahydro-2H-[1,3']bipyridinyl-4-yl)-2-methyl-7-(2-trifluoromethyl-benzyl)-2,4,5,7-tetrahydro-pyrazolo[3,4-d]pyrimidin-6-on FC1=C(C(=NC=C1)C)N1CCC(CC1)N1C(N(C=2C(C1)=CN(N2)C)CC2=C(C=CC=C2)C(F)(F)F)=O